Dimethyl 2-methoxy-2-((1-methyl-1H-pyrazol-4-yl)methyl)malonate COC(C(=O)OC)(C(=O)OC)CC=1C=NN(C1)C